FC1=C(C=C(C=C1)OC)C1=C(N=C(C=2N1N=CC2)N2CCC1(CC2)[C@@H](C=2C(=NC=CC2)C1)N[S@](=O)C(C)(C)C)C (R)-N-[(5S)-1'-[7-(2-fluoro-5-methoxy-phenyl)-6-methyl-pyrazolo[1,5-a]pyrazin-4-yl]spiro[5,7-dihydrocyclopenta[b]pyridine-6,4'-piperidine]-5-yl]-2-methyl-propane-2-sulfinamide